methyl (2E)-4-{6-[(3-methyloxetan-3-yl) sulfamoyl]-1-(oxetan-3-ylmethyl)-2,4-dioxoquinazolin-3-yl}but-2-enoate CC1(COC1)NS(=O)(=O)C=1C=C2C(N(C(N(C2=CC1)CC1COC1)=O)C/C=C/C(=O)OC)=O